2-(4-cyanophenyl)-2,7-diazaspiro[3.5]Nonane-7-carboxylic acid tert-butyl ester C(C)(C)(C)OC(=O)N1CCC2(CN(C2)C2=CC=C(C=C2)C#N)CC1